Dimethyl 5-(2-((2-oxo-2-phenyl-1λ2-ethyl)amino)-acetamido)isophthalate O=C([C]NCC(=O)NC=1C=C(C=C(C(=O)OC)C1)C(=O)OC)C1=CC=CC=C1